2,2,2-Trifluoro-N-((3-methylpyrazin-2-yl)methyl)acetamide FC(C(=O)NCC1=NC=CN=C1C)(F)F